4,7,8,9,10,10a-Hexahydro-5H-thieno[2',3':3,4]pyrido[1,2-a]pyrazine-4,4,5,5-d4 hydrochloride Cl.S1C=CC2=C1C1N(CCNC1)C(C2([2H])[2H])([2H])[2H]